CC1NCC12CNCC2 methyl-2,6-diazaspiro[3.4]octan